4-nitrophenyl (tert-butoxycarbonyl)-L-leucinate C(C)(C)(C)OC(=O)N[C@@H](CC(C)C)C(=O)OC1=CC=C(C=C1)[N+](=O)[O-]